(2-ethyl-2,4,6,7-tetrahydropyrano[4,3-c]pyrazol-3-yl)(4-methoxyphenyl)methanone C(C)N1N=C2C(=C1C(=O)C1=CC=C(C=C1)OC)COCC2